(S)-6-(1-amino-1,3-dihydrospiro[indene-2,4'-piperidine]-1'-yl)-3-(7-fluoro-2H-chromen-4-yl)-1,5-dihydro-4H-pyrazolo[3,4-d]pyrimidin-4-one N[C@@H]1C2=CC=CC=C2CC12CCN(CC2)C=2NC(C1=C(N2)NN=C1C1=CCOC2=CC(=CC=C12)F)=O